4-(phenylsulfonyl)phenylboronic acid C1(=CC=CC=C1)S(=O)(=O)C1=CC=C(C=C1)B(O)O